FC1=CC=C(C=C1)S(=O)[O-].[Na+] sodium p-fluorophenyl-sulfinate